Tert-butyl 1-((methylsulfonyl) methyl)-3,8-diazabicyclo[3.2.1]octane-8-carboxylate CS(=O)(=O)CC12CNCC(CC1)N2C(=O)OC(C)(C)C